(S or R)-7-chloro-6-(1H-pyrazol-4-yl)-2-(quinuclidin-2-yl)thieno[3,2-d]pyrimidin-4(3H)-one ClC1=C(SC2=C1N=C(NC2=O)[C@H]2N1CCC(C2)CC1)C=1C=NNC1 |o1:11|